5-(2-ethoxy-4-(2-oxopyrrolidin-1-yl)phenyl)-3,6-dihydro-7H-[1,2,3]triazolo[4,5-d]pyrimidin-7-one C(C)OC1=C(C=CC(=C1)N1C(CCC1)=O)C=1NC(C2=C(N1)NN=N2)=O